ClC1=NC=C(C(=C1)C1=C(C=NC(=C1)C)C(=O)NC=1SC2=C(C=NC(=C2)N2CCOCC2)N1)OC 2'-chloro-5'-methoxy-6-methyl-N-[6-(morpholin-4-yl)-[1,3]thiazolo[4,5-c]pyridin-2-yl]-[4,4'-bipyridine]-3-carboxamide